NCCN N,N'-di-methylenediamine